N1(N=CC=C1)CC=1C=CC(=NC1OC)C(=O)N[S@@](=O)(=N)C1=C(C(=CC=C1OC)Cl)OC (S)-5-((1H-pyrazol-1-yl)methyl)-N-(3-chloro-2,6-dimethoxyphenylsulfonimidoyl)-6-methoxypicolinamide